C[C@@H]1C[C@H](N(C1=O)C(=O)OC(C)(C)C)C(=O)OC 1-tert-Butyl 2-methyl (2S,4R)-4-methyl-5-oxopyrrolidine-1,2-dicarboxylate